C(CCCCCCCCC)N(CCCCCCC(C(=O)[O-])(C(=O)[O-])CCC)CCCO 2-(6-(decyl(3-hydroxypropyl)amino)hexyl)-2-propylmalonate